COC(CO[C@H]1COC2=CC=CC=C2[C@@H]1N)(C)C (3R,4S)-3-(2-methoxy-2-methyl-propoxy)chroman-4-amine